(S)-3-(6-methoxypyridin-3-yl)-3-((1S,3S)-3-(2-(5,6,7,8-tetrahydro-1,8-naphthyridin-2-yl)ethyl)cyclobutane-1-carboxamido)propanoic acid COC1=CC=C(C=N1)[C@H](CC(=O)O)NC(=O)C1CC(C1)CCC1=NC=2NCCCC2C=C1